3-(4-bromophenyl)propyltrimethyltin BrC1=CC=C(C=C1)CCC[Sn](C)(C)C